FC1=C(C=CC(=C1)[N+](=O)[O-])N1CC(CC1)CO (1-(2-fluoro-4-nitrophenyl)pyrrolidin-3-yl)methanol